3-(1-isopropyl-1H-benzo[d][1,2,3]triazol-5-yl)-5-(3-methoxypyridin-2-yl)-1,2,4-oxadiazole C(C)(C)N1N=NC2=C1C=CC(=C2)C2=NOC(=N2)C2=NC=CC=C2OC